N1(N=NC2=C1C=CC=C2)CN benzotriazole-1-methanamine